tert-butyl 3-(aminomethyl)-4-hydroxypyrrolidine-1-carboxylate NCC1CN(CC1O)C(=O)OC(C)(C)C